3-chloro-4-((8-methoxy-5H-pyrido[3,2-b]indol-5-yl)methyl)benzenesulfonamide ClC=1C=C(C=CC1CN1C2=C(C=3C=C(C=CC13)OC)N=CC=C2)S(=O)(=O)N